C(C)(C)(C)OC(=O)C1=CC=CNC1 Pyridine-5(6H)-carboxylic acid tert-butyl ester